benzyl ((6-(4-fluorobenzyl)-7-oxo-4,6-diazaspiro[2.4]hept-4-en-5-yl)methyl)carbamate FC1=CC=C(CN2C(=NC3(CC3)C2=O)CNC(OCC2=CC=CC=C2)=O)C=C1